5-methoxy-1,3-dimethyl-1H-benzo[g]indazole COC=1C=C2C(=NN(C2=C2C1C=CC=C2)C)C